3-{2-[(6-methoxy-1,2,3,4-tetrahydroisoquinolin-7-yl)amino]quinazolin-7-yl}-N,N,4-trimethylbenzene-1-sulfonamide COC=1C=C2CCNCC2=CC1NC1=NC2=CC(=CC=C2C=N1)C=1C=C(C=CC1C)S(=O)(=O)N(C)C